4-chloro-1-tetrahydropyran-2-yl-indazol-5-amine ClC1=C2C=NN(C2=CC=C1N)C1OCCCC1